CC1=C(N=C(C=2N1C=CN2)N2[C@H](CC2)C)N2C=NC(=C2)C2CN(C2)C(=O)OC(C)(C)C tert-butyl 3-[1-[5-methyl-8-[(2S)-2-methylazetidin-1-yl]imidazo[1,2-a]pyrazin-6-yl]imidazol-4-yl]azetidine-1-carboxylate